2-(4-(4-nitrophenyl)piperazin-1-yl)acetic acid [N+](=O)([O-])C1=CC=C(C=C1)N1CCN(CC1)CC(=O)O